1,3,5,7-tetraazabicyclo[3.3.1]nonane-3-methylamine N12CN(CN(CNC1)C2)CN